4-(difluoromethyl)-1H-indole-1-carboxylic acid ethyl Ester C(C)OC(=O)N1C=CC2=C(C=CC=C12)C(F)F